F[C@H]1C[C@H](N2N=C(N=C21)S(=O)(=O)C2CC(C2)O)C2=CC=CC=C2 3-[[(5s,7s)-7-fluoro-5-phenyl-6,7-dihydro-5H-pyrrolo[1,2-b][1,2,4]triazol-2-yl]sulfonyl]cyclobutanol